6-bromo-5-(2,4-difluorophenoxy)-1-(ethylsulfonyl)-1H-pyrrolo[3,2-b]pyridine BrC=1C=C2C(=NC1OC1=C(C=C(C=C1)F)F)C=CN2S(=O)(=O)CC